8-Ethyl-3-indan-2-yloxy-6-(7-oxa-2-azaspiro[3.5]nonane-2-carbonyl)pyrido[2,3-c]pyridazin-5-one C(C)N1C=C(C(C2=C1N=NC(=C2)OC2CC1=CC=CC=C1C2)=O)C(=O)N2CC1(C2)CCOCC1